1-(5-((1-neopentylpiperidin-4-yl)methyl)pyrazolo[1,5-a]pyridin-3-yl)dihydropyrimidine-2,4(1H,3H)-dione C(C(C)(C)C)N1CCC(CC1)CC1=CC=2N(C=C1)N=CC2N2C(NC(CC2)=O)=O